2-(2-Chlorophenyl)-2-methylpyrrolidine ClC1=C(C=CC=C1)C1(NCCC1)C